ClC=1C=C(C=CC1Cl)C1=CN=C2N1C(N(C=C2C)CC(=O)N2CC(CC2)F)=O 3-(3,4-dichlorophenyl)-6-(2-(3-fluoropyrrolidin-1-yl)-2-oxoethyl)-8-methylimidazo[1,2-c]pyrimidin-5(6H)-one